[N+](=O)([O-])C=1C=C(C=C2C=NNC12)OC1=NC=C(C=C1)C(F)(F)F 7-nitro-5-((5-(trifluoromethyl)pyridin-2-yl)oxy)-1H-indazole